ClC1=CC=C(N=N1)N[C@H]1CN(CCC1)CC(C)(O)C (R)-1-(3-((6-chloropyridazin-3-yl)amino)piperidin-1-yl)-2-methylpropan-2-ol